N-(2-(6-amino-2-fluoro-8-((6-iodo-3-oxo-2,3-dihydro-1H-inden-5-yl)methyl)-9H-purin-9-yl)ethyl)-3-methylbutanamide NC1=C2N=C(N(C2=NC(=N1)F)CCNC(CC(C)C)=O)CC=1C=C2C(CCC2=CC1I)=O